ClC1=C(CNC2=C3N=CN(C3=NC=N2)[C@H]2[C@@H](O)[C@H](O)[C@H](O2)CO)C(=CC=C1F)F 6-(2-chloro-3,6-difluorobenzylamino)-9-β-D-arabinofuranosylpurine